4-((3-methylbenzyl)amino)-6-nitro-2H-benzopyran-2-one CC=1C=C(CNC2=CC(OC3=C2C=C(C=C3)[N+](=O)[O-])=O)C=CC1